aminopropionamide NC(C(=O)N)C